4-{[(2S)-1-(4-{[5-(3,4-dimethyl-1,2-oxazol-5-yl)thiophen-2-yl]sulfonyl}piperazin-1-yl)propan-2-yl]amino}-N,N-diethylquinazoline-8-carboxamide CC1=NOC(=C1C)C1=CC=C(S1)S(=O)(=O)N1CCN(CC1)C[C@H](C)NC1=NC=NC2=C(C=CC=C12)C(=O)N(CC)CC